N1CCC(CC1)CN([C@H]1CC=2C=CC=C(C2CC1)O)CCC (R)-6-((piperidin-4-ylmethyl)(propyl)amino)-5,6,7,8-tetrahydronaphthalen-1-ol